cinnoline dihydrochloride Cl.Cl.N1=NC=CC2=CC=CC=C12